BrC=1C(=C2C=CN(C2=C(C1)C)C(=O)OC(C)(C)C)CO tert-butyl 5-bromo-4-(hydroxy-methyl)-7-methyl-1H-indole-1-carboxylate